N1(CCOCC1)C=1C=CC=2N(C1)N=CC2C=2CCN(CC2)C(=O)OC(C)(C)C tert-butyl 4-[6-(morpholin-4-yl)pyrazolo[1,5-a]pyridin-3-yl]-1,2,3,6-tetrahydropyridine-1-carboxylate